BrC=1C(=C(C=CC1)S(=O)(=O)N)C bromo-2-methylbenzenesulfonamide